ClC=1C=C2C(=NC=NC2=C(C1C1=CC(=CC2=CC=CC=C12)O)F)N1[C@H](CN(C[C@H]1C)C(C=C)=O)C 1-((3S,5R)-4-(6-chloro-8-fluoro-7-(3-hydroxy-naphthalen-1-yl)quinazolin-4-yl)-3,5-dimethyl-piperazin-1-yl)prop-2-en-1-one